2-(4-Methylphenoxy)-N-(2-methylsulfanylethyl)-N-(1H-pyrazol-3-yl)acetamid CC1=CC=C(OCC(=O)N(C2=NNC=C2)CCSC)C=C1